NC1=C(N=CC(=N1)N1CCC2(CCC[C@H]2N)CC1)SC1=C(C(=NC=C1)N)Cl (R)-8-(6-amino-5-((2-amino-3-chloropyridin-4-yl)sulfanyl)pyrazin-2-yl)-8-azaspiro[4.5]Decan-1-amine